3-chloro-7-iodo-5H-pyrrolo[3,2-b]pyrazine-6-carbonitrile ClC=1N=C2C(=NC1)C(=C(N2)C#N)I